(1S)-1-((1r,4S)-4-methylcyclohexyl)-2-oxo-2-((4-((2-oxopyrrolidin-3-yl)oxy)pyridin-2-yl)amino)-ethylcarbamate CC1CCC(CC1)[C@@H](C(NC1=NC=CC(=C1)OC1C(NCC1)=O)=O)NC([O-])=O